1-allyloxy-2-hydroxypropylsulfonate C(C=C)OC(C(C)O)S(=O)(=O)[O-]